FC1=C(/C(=N/O)/Cl)C(=CC=C1)F (Z)-2,6-difluoro-N-hydroxyiminobenzyl chloride